CN(C1=CC=C(C=C1)C=CC(=O)C1=CC=C(C=C1)N1N=NC(=C1)CO)C 3-[4-(Dimethylamino)phenyl]-1-[4-[4-(hydroxymethyl)triazol-1-yl]phenyl]prop-2-en-1-one